(S)-4-(2-Chlorophenyl)-1-((1-hydroxypropan-2-yl)amino)-6-(trifluoromethyl)-3H-pyrido[1,2-c]Pyrimidine-3-one ClC1=C(C=CC=C1)C1=C2N(C(=NC1=O)N[C@H](CO)C)C=CC(=C2)C(F)(F)F